C(C)N1CCC(CC1)CN (1-ethylpiperidin-4-yl)methanamine